BrC1=C(OC2=C1C=C(C=C2)OC)C2=CC=C(C=C2)C(C)(C)C 3-bromo-2-(4-(tert-butyl)phenyl)-5-methoxybenzofuran